methyl 5-(4,4,5,5-tetramethyl-1,3,2-dioxaborolan-2-yl)quinoline-2-carboxylate CC1(OB(OC1(C)C)C1=C2C=CC(=NC2=CC=C1)C(=O)OC)C